(3R,7S*)-2-(4-chloro-3-cyanobenzoyl)-9-((S*)-1-(4-(difluoromethoxy)phenyl)ethyl)-N,3-dimethyl-10-oxo-1,2,3,4,7,8,9,10-octahydropyrido[4',3':3,4]pyrazolo[1,5-a]pyrazine-7-carboxamide ClC1=C(C=C(C(=O)N2CC=3C(=NN4C3C(N(C[C@H]4C(=O)NC)[C@@H](C)C4=CC=C(C=C4)OC(F)F)=O)C[C@H]2C)C=C1)C#N |o1:17,22|